NC1=NC(=C(C=C1C=1C=C2C=CNC(C2=CC1)=O)C1=CC(=C(C=C1)N1CCNCC1)CN(C)C)F 6-(2-amino-5-(3-((dimethylamino)methyl)-4-(piperazin-1-yl)phenyl)-6-fluoropyridin-3-yl)isoquinolin-1(2H)-one